C(C)(C)(C)OC(N(C)CCC(C1=CC=CC=C1)OCC1=CC(=CC=C1)NCC1=CC=CC=C1)=O (3-((3-(benzylamino)benzyl)oxy)-3-phenylpropyl)(methyl)carbamic acid tert-butyl ester